2-(4-(2-ethyl-3-((4-(4-fluorophenyl)thiazol-2-yl)(methyl)amino)imidazo[1,2-a]pyridin-6-yl)piperazin-1-yl)acetonitrile C(C)C=1N=C2N(C=C(C=C2)N2CCN(CC2)CC#N)C1N(C)C=1SC=C(N1)C1=CC=C(C=C1)F